C(C)C1=NC2=CC=C(C(=C2CC1=O)F)C=O 2-ethyl-5-fluoro-3-oxo-3,4-dihydroquinoline-6-carbaldehyde